(S)-N-(1-(4-fluorophenyl)ethyl)-6-(2-isobutyrylaminobenzo[d]thiazol-6-yl)-2-methylquinazoline-4-carboxamide FC1=CC=C(C=C1)[C@H](C)NC(=O)C1=NC(=NC2=CC=C(C=C12)C1=CC2=C(N=C(S2)NC(C(C)C)=O)C=C1)C